C1(=C(C=CC=C1)C1(CC1)NC(OC(C)(C)C)=O)C1=CC=CC=C1 tert-butyl (1-([1,1'-biphenyl]-2-yl)cyclopropyl)carbamate